4-methoxy-4-(pyrimidin-5-ylethynyl)piperidine-1-carboxylic acid tert-butyl ester C(C)(C)(C)OC(=O)N1CCC(CC1)(C#CC=1C=NC=NC1)OC